1-vinyl-3-dodecyl-imidazolium bis(trifluoromethanesulfonyl)imide [N-](S(=O)(=O)C(F)(F)F)S(=O)(=O)C(F)(F)F.C(=C)N1C=[N+](C=C1)CCCCCCCCCCCC